(S)-4-amino-7-fluoro-N-methyl-N-(6-(1-methyl-1H-pyrazol-5-yl)-2,3-dihydrobenzofuran-3-yl)-imidazo[1,5-a]quinoxaline-8-carboxamide NC=1C=2N(C3=CC(=C(C=C3N1)F)C(=O)N([C@@H]1COC3=C1C=CC(=C3)C3=CC=NN3C)C)C=NC2